5-chloro-N-(3-cyclopropyl-5-(((3R,5S)-3,5-dimethylpiperazin-1-yl)methyl)phenyl)-4-(6-methyl-1H-indol-3-yl)pyrimidine-2-amine ClC=1C(=NC(=NC1)NC1=CC(=CC(=C1)CN1C[C@H](N[C@H](C1)C)C)C1CC1)C1=CNC2=CC(=CC=C12)C